2'-chloro-N-(5-(6-(difluoromethyl)-3-methylpicolinoyl)-5,6-dihydro-4H-pyrrolo[3,4-d]thiazol-2-yl)-5'-methoxy-6-methyl-[4,4'-bipyridine]-3-carboxamide ClC1=NC=C(C(=C1)C1=C(C=NC(=C1)C)C(=O)NC=1SC2=C(N1)CN(C2)C(C2=NC(=CC=C2C)C(F)F)=O)OC